(3,5-bis(trifluoromethyl)phenyl)(1-(1-methyl-4-nitro-1H-imidazol-5-yl)-1H-1,2,4-triazol-3-yl)methanone FC(C=1C=C(C=C(C1)C(F)(F)F)C(=O)C1=NN(C=N1)C1=C(N=CN1C)[N+](=O)[O-])(F)F